(2R,3S)-3-((5-fluoro-2-(2-(2-hydroxyethoxy)-7-methylquinoxalin-5-yl)benzo[d]thiazol-6-yl)oxy)butan-2-yl (2-methylpyrimidin-5-yl)carbamate CC1=NC=C(C=N1)NC(O[C@H](C)[C@H](C)OC1=CC2=C(N=C(S2)C2=C3N=CC(=NC3=CC(=C2)C)OCCO)C=C1F)=O